Tert-butyl N-[(1R,4R,7R)-2-[2-(2-bromopyridin-3-yl)-7-methoxy-1-methyl-1H-1,3-benzodiazole-5-carbonyl]-2-azabicyclo[2.2.1]heptan-7-yl]carbamate BrC1=NC=CC=C1C1=NC2=C(N1C)C(=CC(=C2)C(=O)N2[C@@H]1CC[C@H](C2)[C@H]1NC(OC(C)(C)C)=O)OC